t-butyl N-[(Z)-3-fluoro-2-[(1-oxo-2-(2-pyridyl)-3,4-dihydroisoquinolin-6-yl)oxymethyl]allyl]carbamate F\C=C(\CNC(OC(C)(C)C)=O)/COC=1C=C2CCN(C(C2=CC1)=O)C1=NC=CC=C1